6-bromo-5-methoxy-N,N-dimethyl-1-benzofuran-2-carboxamide BrC1=CC2=C(C=C(O2)C(=O)N(C)C)C=C1OC